beta-Methyl Naphthyl ketone CC(=O)C1=CC2=CC=CC=C2C=C1